CC1=CC=C(C=C1)C (4-methylphenyl)-methane